tert-butyl 5-(6-pyrazolo[1,5-a]pyridin-3-yl-2-pyridyl)-2,5-diazabicyclo[2.2.2]octane-2-carboxylate N1=CC(=C2N1C=CC=C2)C2=CC=CC(=N2)N2C1CN(C(C2)CC1)C(=O)OC(C)(C)C